(S)-6-oxo-1-(2-((6-oxo-5-(trifluoromethyl)-1,6-dihydropyridazin-4-yl)amino)propyl)-1,6-dihydropyridine-3-carboxylic acid O=C1C=CC(=CN1C[C@H](C)NC=1C=NNC(C1C(F)(F)F)=O)C(=O)O